C(CCCCCCC)N(C=1C=C2C=CC(=CC2=CC1)C=CC1=CCN(C=C1)CCCS(=O)(=O)O)CCCCCCCC 4-[2-[6-(dioctylamino)-2-naphthyl]vinyl]-1-(3-sulfopropyl)-pyridine